C1(CCCCC1)N1C(=NC(=C1C1=C2C(=NC=C1)NC=C2)C2=CC=C(C=C2)F)I 4-(1-cyclohexyl-4-(4-fluorophenyl)-2-iodo-1H-imidazol-5-yl)-1H-pyrrolo[2,3-b]pyridine